OC1=NC=2C=CC3=C(C2N=C1)C1=C(S3)C(NC3(CN1)CCN(CC3)C)=O 3'-hydroxy-1-methyl-11',12'-dihydrospiro[piperidine-4,10'-[1,4]diazepino[5',6':4,5]thieno[3,2-f]quinoxalin]-8'(9'H)-one